2-(4-ethoxy-2-methylphenyl)-4,4,5,5-tetramethyl-1,3,2-dioxaborolane C(C)OC1=CC(=C(C=C1)B1OC(C(O1)(C)C)(C)C)C